CCC(CCC)=O Hexan-3-one